3-(6-((3-fluoro-4-(piperidin-1-ylmethyl)benzyl)amino)-2-oxobenzo[cd]indol-1(2H)-yl)piperidine-2,6-dione FC=1C=C(CNC=2C=3C4=C(C(N(C4=CC2)C2C(NC(CC2)=O)=O)=O)C=CC3)C=CC1CN1CCCCC1